FC1(C(C1)CN1N=CC(=C1)C1=C(N=C2N(C1=O)N=C(S2)C)C(F)(F)F)F 6-{1-[(2,2-difluorocyclopropyl)-methyl]-1H-pyrazol-4-yl}-2-methyl-7-(trifluoromethyl)-5H-[1,3,4]thiadiazolo[3,2-a]pyrimidin-5-one